CN1N=NC2=C1C=CC(=C2C)[C@@H](CC(=O)[O-])C=2C=C(C1=C(C=CS1)C2)CN2CC1=C(C[C@@H](C2)CC)C=CC=N1 (3S)-3-(1,4-dimethyl-1H-benzotriazol-5-yl)-3-(7-{[(6S)-6-ethyl-5,6,7,9-tetrahydro-8H-pyrido[2,3-c]azepin-8-yl]methyl}-1-benzothiophen-5-yl)propanoate